(4,6-dichloro-3-pyridyl)boronic acid ClC1=C(C=NC(=C1)Cl)B(O)O